(5-(4-fluoro-6-(4-methoxypiperidin-1-yl)-1H-benzo[d]imidazol-2-yl)-1H-pyrrol-3-yl)(2-(trifluoromethyl)phenyl)methanone FC1=CC(=CC=2NC(=NC21)C2=CC(=CN2)C(=O)C2=C(C=CC=C2)C(F)(F)F)N2CCC(CC2)OC